BrC1=CC2=C(C=3N(CCC2NC2=CC=C(C=C2)Cl)N=NC3C)C=C1 9-bromo-N-(4-chlorophenyl)-1-methyl-6,7-dihydro-5H-benzo[c][1,2,3]triazolo[1,5-a]azepin-7-amine